[Si](C)(C)(C(C)(C)C)O[C@H]1C=C(N(C1)C(=O)OCC1=CC=CC=C1)C(=O)OC 1-benzyl 2-methyl (4S)-4-[(tert-butyldimethylsilyl) oxy]-4,5-dihydro-1H-pyrrole-1,2-dicarboxylate